6-isopropyl-1-((1R,4R)-4-(isopropylamino)cyclohexyl)-5-(8-methoxy-[1,2,4]triazolo[1,5-a]pyridin-6-yl)-1,3-dihydro-2H-benzo[d]imidazol-2-one C(C)(C)C=1C(=CC2=C(N(C(N2)=O)C2CCC(CC2)NC(C)C)C1)C=1C=C(C=2N(C1)N=CN2)OC